C(C)(C)(C)N(C([O-])=O)C1=NC=CC(=C1)N1N=CC(=C1)Br.FC1=C(C(=C(C(=C1[B-](C1=C(C(=C(C(=C1F)F)F)F)F)(C1=C(C(=C(C(=C1F)F)F)F)F)C1=C(C(=C(C(=C1F)F)F)F)F)F)F)F)F.OC1=CC=C(C=C1)C[SH+]CC1=CC=CC=C1.OC1=CC=C(C=C1)C[SH+]CC1=CC=CC=C1 (4-hydroxyphenyl)methylbenzyl-sulfonium tetrakis(pentafluorophenyl)borate tert-Butyl-(4-(4-bromo-1H-pyrazol-1-yl)pyridin-2-yl)carbamate